5-(4,6-dimethoxy-1,3,5-triazin-2-yl)-1,3-dicarboxylbenzene COC1=NC(=NC(=N1)OC)C=1C=C(C=C(C1)C(=O)O)C(=O)O